FC1=C(C(=CC=2SC(=CC21)C(CC(C(=O)OC)(C)C)=O)OC)OC Methyl 4-(4-fluoro-5,6-dimethoxybenzo[b]thiophen-2-yl)-2,2-dimethyl-4-oxobutanoate